CC1(CCCCC1)OC(=O)C=1C=C(C=CC1)C1C2C3C4C=CC(C3C(C1)C2)C4 8-(3-(1-methylcyclohexyloxycarbonyl)phenyl)-tetracyclo[4.4.0.12,5.17,10]-3-dodecene